N-[[1-(azetidin-3-ylmethyl)-4-piperidyl]methyl]-4-[[3-[6-(3,5-dimethyl-1H-pyrazol-4-yl)-2-fluoro-3-pyridyl]imidazo[1,2-a]pyrazin-8-yl]amino]-2-ethyl-benzamide N1CC(C1)CN1CCC(CC1)CNC(C1=C(C=C(C=C1)NC=1C=2N(C=CN1)C(=CN2)C=2C(=NC(=CC2)C=2C(=NNC2C)C)F)CC)=O